tert-butyl (2R,5S)-4-(2-amino-6-chloro-3-nitropyridin-4-yl)-2,5-dimethylpiperazine-1-carboxylate NC1=NC(=CC(=C1[N+](=O)[O-])N1C[C@H](N(C[C@@H]1C)C(=O)OC(C)(C)C)C)Cl